C(C)OC(C(CC(=O)OCC)NCCC[Si](OCC)(OCC)OCC)=O N-(3-Triethoxysilyl-propyl)-amino-succinic acid diethyl ester